3-glycidyloxy-propyl-ethyl-diethoxysilane C(C1CO1)OCCC[Si](OCC)(OCC)CC